(1R,2S,4S,6S)-2-(hydroxymethyl)-6-isopropyl-2-(methoxymethyl)quinuclidin-3-one OC[C@]1(N2[C@@H](C[C@@H](C1=O)CC2)C(C)C)COC